8-methoxy-2,3-dihydrobenzo[b][1,4]dioxin-5-ylboronic acid COC1=CC=C(C2=C1OCCO2)B(O)O